C1(NC(C=2C1=CC=1C(NC(C1C2)=O)=O)=O)=O 1,2,3,5,6,7-hexahydropyrrolo[3,4-f]isoindole-1,3,5,7-tetrone